C(C)(C)C=1C2=C(NC1C=1C=C(C=3N(C1)N=CN3)C)C=C(S2)C2CC3(CN(C3)CC(=O)N)CC2 2-(6-(6-Isopropyl-5-(8-methyl-[1,2,4]triazolo[1,5-a]pyridin-6-yl)-4H-thieno[3,2-b]pyrrol-2-yl)-2-azaspiro[3.4]octan-2-yl)acetamide